FC(CCN1[C@@H](CCN2C1=NC(=CC2=O)N2[C@@H](COCC2)C)C(F)(F)F)(C)C (S)-9-(3-Fluoro-3-methylbutyl)-2-((R)-3-methylmorpholin-4-yl)-8-trifluoromethyl-6,7,8,9-tetrahydropyrimido[1,2-a]pyrimidin-4-one